FC1=C(CNC(=O)C=2C(C(=C3N(CCN(C3=O)C(C)CC(C)C)C2)O)=O)C=CC(=C1)F N-(2,4-Difluorobenzyl)-9-hydroxy-2-(4-methylpentan-2-yl)-1,8-dioxo-1,3,4,8-tetrahydro-2H-pyrido[1,2-a]pyrazine-7-carboxamide